N-(piperidin-3-yl)pyridazin-3-amine N1CC(CCC1)NC=1N=NC=CC1